(3S)-11-(5-bromo-2,4-difluorophenyl)-8-((3S,5R)-3,5-dimethylpiperazin-1-yl)-3-(pyridin-4-yl)-10-(trifluoromethyl)-3,4-dihydro-2H,6H-[1,4]thiazepino[2,3,4-ij]quinazolin-6-one BrC=1C(=CC(=C(C1)C1=C(C=C2C(=NC(N3C2=C1SC[C@H](C3)C3=CC=NC=C3)=O)N3C[C@@H](N[C@@H](C3)C)C)C(F)(F)F)F)F